C(C)(C)(C)OC(=O)N1C=CC2=C(C=C(C=C12)Br)Cl.ClC1=C2C=CN(C2=CC(=C1)NC1=NC(=CC(=C1)Cl)C#N)C(=O)OC(C)(C)C tert-butyl 4-chloro-6-[(4-chloro-6-cyano-2-pyridyl)amino]indole-1-carboxylate tert-butyl-6-bromo-4-chloro-indole-1-carboxylate